4-(4-((1R,5S)-3,8-diazabicyclo[3.2.1]octan-3-yl)-2-(((2R,7aS)-2-fluorohexahydro-1H-pyrrolizin-7a-yl)methoxy)-5,6-dihydropyrido[3,4-d]pyrimidin-7(8H)-yl)-5-ethyl-6-fluoronaphthalen-2-ol [C@H]12CN(C[C@H](CC1)N2)C=2C1=C(N=C(N2)OC[C@]23CCCN3C[C@@H](C2)F)CN(CC1)C1=CC(=CC2=CC=C(C(=C12)CC)F)O